3-hydroxy-N-[4-[[4-[[2-(6-methyl-2-pyridyl)pyrimidin-4-yl]amino]pyrimidin-2-yl]amino]phenyl]azetidine-3-carboxamide OC1(CNC1)C(=O)NC1=CC=C(C=C1)NC1=NC=CC(=N1)NC1=NC(=NC=C1)C1=NC(=CC=C1)C